NC1=C(C=CC2=C1CCO2)C(=O)O 4-amino-1,3-dihydrobenzofuran-5-carboxylic acid